2-chloro-4-(3-fluoro-2-(methoxy-d3)phenoxy)benzaldehyde ClC1=C(C=O)C=CC(=C1)OC1=C(C(=CC=C1)F)OC([2H])([2H])[2H]